CC1=C(C=C(C=C1)C)C=1C=C2CC(C(C2=CC1)NC(O[C@@H]1CN2CCC1CC2)=O)(C)C (S)-quinuclidin-3-yl (5-(2,5-dimethylphenyl)-2,2-dimethyl-2,3-dihydro-1H-inden-1-yl)carbamate